C(#N)C=1C=CC(=C2C=CC=NC12)OC1C(C(C1(C)C)NC(=O)C1=CC=C(C=C1)N1[C@@H](C[C@@H](CC1)C(=O)OC)C)(C)C methyl (2R,4R)-1-(4-(((1r,3R)-3-((8-cyanoquinolin-5-yl)oxy)-2,2,4,4-tetramethylcyclobutyl)carbamoyl)phenyl)-2-methylpiperidine-4-carboxylate